2'-chloro-N-(5-(dimethylcarbamoyl)-1,3,4-thiadiazol-2-yl)-5'-methoxy-6-methyl-(4,4'-bipyridine)-3-carboxamide ClC1=NC=C(C(=C1)C1=C(C=NC(=C1)C)C(=O)NC=1SC(=NN1)C(N(C)C)=O)OC